1-(3-cyanophenyl)-5-(trifluoromethyl)-1H-pyrazole-4-carboxylic acid ethyl ester C(C)OC(=O)C=1C=NN(C1C(F)(F)F)C1=CC(=CC=C1)C#N